7-((5-bromo-1H-indol-1-yl)methyl)-4-trifluoromethyl-2H-1-benzopyran-2-one BrC=1C=C2C=CN(C2=CC1)CC1=CC2=C(C(=CC(O2)=O)C(F)(F)F)C=C1